CC1=NC=CC=C1N1[C@H]([C@H](CC1)NS(=O)(=O)C)CO[C@@H]1CC[C@@H](CC1)C1=CC=CC=C1 N-((2R,3S)-1-(2-methylpyridin-3-yl)-2-((((CIS)-4-phenylcyclohexyl)oxy)methyl)pyrrolidin-3-yl)methanesulfonamide